tert-butyl 2-(2-(4-fluoro-2-(2-methoxyethoxy) phenyl)-5-(1-methyl-1H-pyrazol-4-yl) pyridin-3-yl)-6,7-dihydropyrazolo[1,5-a]pyrazine-5(4H)-carboxylate FC1=CC(=C(C=C1)C1=NC=C(C=C1C1=NN2C(CN(CC2)C(=O)OC(C)(C)C)=C1)C=1C=NN(C1)C)OCCOC